N=S(=O)(C)C1CN(C1)CC1=CC=NC2=CC(=CC=C12)OC imino(1-((7-methoxyquinolin-4-yl)methyl)azetidin-3-yl)(methyl)-λ6-sulfanone